(dimethylamino)cyclopentadienylhafnium CN(C)[Hf]C1C=CC=C1